1,3-divinylimidazolium bis(trifluoromethanesulfonyl)imide [N-](S(=O)(=O)C(F)(F)F)S(=O)(=O)C(F)(F)F.C(=C)N1C=[N+](C=C1)C=C